[I-].C[NH2+]CCC N-methylpropan-1-aminium iodide